C(C=C)OC(C(C)(C)OC(C1=C(C=C(C(=C1)N1C(N(C(=CC1=O)C(F)(F)F)C)=O)F)Cl)=O)=O 1-(allyloxy)-2-methyl-1-oxopropan-2-yl-2-chloro-4-fluoro-5-[3-methyl-2,6-dioxo-4-(trifluoromethyl)-3,6-dihydropyrimidin-1(2H)-yl]benzoate